pyridin-4-ylmethyl (4-(pyridin-4-ylmethyl)phenyl)carbamate N1=CC=C(C=C1)CC1=CC=C(C=C1)NC(OCC1=CC=NC=C1)=O